benzo[1,2-d]imidazole N1=CNC2=C1C=CC=C2